FC1CN(CC1)C1=NC=C(C=N1)C=1SC=2C(N(CCC2N1)C(=O)[O-])=O 2-(2-(3-fluoropyrrolidin-1-yl)pyrimidin-5-yl)-4-oxo-6,7-dihydrothiazolo[5,4-c]pyridine-5(4H)-carboxylate